1-(4-phenylsulfonylphenyl)-octane C1(=CC=CC=C1)S(=O)(=O)C1=CC=C(C=C1)CCCCCCCC